Methyl 2-bromo-7-(naphthalen-1-ylmethyl)-6-nitro-5-oxo-8-(3-(trifluoromethyl)phenyl)-5H-thiazolo[3,2-a]pyridine-3-carboxylate BrC1=C(N2C(=C(C(=C(C2=O)[N+](=O)[O-])CC2=CC=CC3=CC=CC=C23)C2=CC(=CC=C2)C(F)(F)F)S1)C(=O)OC